(R)-3-(5-(6-(2-((1-Ethyl-1H-pyrazol-4-yl)amino)pyrimidin-4-yl)pyridin-2-yl)isoxazol-3-yl)-3-hydroxy-1-methylpyrrolidin-2-one C(C)N1N=CC(=C1)NC1=NC=CC(=N1)C1=CC=CC(=N1)C1=CC(=NO1)[C@]1(C(N(CC1)C)=O)O